5-(2-chloroethyl)-1-(4-fluorophenyl)-6-(pyridin-4-yl)-1,5-dihydro-4H-pyrazolo[3,4-d]pyrimidin-4-one ClCCN1C(=NC2=C(C1=O)C=NN2C2=CC=C(C=C2)F)C2=CC=NC=C2